(4-fluoro-phenyl)(piperazin-1-yl)methanone FC1=CC=C(C=C1)C(=O)N1CCNCC1